ClC=1C=NC(=C(C(=O)NC2CCC(CC2)CN2C(N(C3=C2C=NC=C3)C=3C=NC(=CC3)N(C)C)=O)C1)C 5-chloro-N-((1r,4r)-4-((1-(6-(dimethylamino)pyridin-3-yl)-2-oxo-1H-imidazo[4,5-c]pyridin-3(2H)-yl)methyl)cyclohexyl)-2-methylnicotinamide